4b-(3,4-dimethyl-1H-indol-2-yl)-9,10-dimethyl-11-phenyl-11,11a-dihydroindeno[2',1':4,5]pyrrolo[1,2-a]indol-12(4bH)-one CC1=C(NC2=CC=CC(=C12)C)C12C(C(C=3N1C=1C=CC=C(C1C3C)C)C3=CC=CC=C3)C(C3=CC=CC=C32)=O